2-(2-chloroethyl)-5-fluorobenzoyl chloride ClCCC1=C(C(=O)Cl)C=C(C=C1)F